C(C)(C)(C)[Si](C)(C)OCC[C@@H]1OC(O[C@H]1C1=C(C=CC=C1)Cl)(C)C tert-butyl(2-((4S,5S)-5-(2-chlorophenyl)-2,2-dimethyl-1,3-dioxolan-4-yl)ethoxy)dimethylsilane